C1(CCCCC1)CC=1N(C=CN1)CC=1C=C(C=CC1C)C(CC(=O)O)CCC=1N=NN(C1)C 3-(3-((2-(Cyclohexylmethyl)-1H-imidazol-1-yl)methyl)-4-methylphenyl)-5-(1-methyl-1H-1,2,3-triazol-4-yl)pentanoic acid